N[C@@H](CC1=CC=CC=C1)C(=O)OCCCC butyl L-phenylalaninate